1-(3-((5-(4-((tert-butoxycarbonyl)amino)-4-methylpiperidin-1-yl)-6-(hydroxymethyl)pyrazin-2-yl)thio)-2-chlorophenyl)piperidine-4-carboxylic acid C(C)(C)(C)OC(=O)NC1(CCN(CC1)C=1N=CC(=NC1CO)SC=1C(=C(C=CC1)N1CCC(CC1)C(=O)O)Cl)C